C(C)N1N=C(C(=C1)OCC(F)(F)F)C(=O)O 1-ethyl-4-(2,2,2-trifluoroethoxy)-1H-pyrazole-3-carboxylic acid